N-[2-(p-propylphenylsulphonyloxy)phenyl]-N'-[4-(p-propylphenylsulphonyloxy)phenyl]urea C(CC)C1=CC=C(C=C1)S(=O)(=O)OC1=C(C=CC=C1)NC(=O)NC1=CC=C(C=C1)OS(=O)(=O)C1=CC=C(C=C1)CCC